O=C1N(N=C(C=C1C(=O)NC(C(F)(F)F)CO)C1=CC=C(C=C1)OC(F)(F)F)C=1C=NC=CC1 3-oxo-2-(pyridin-3-yl)-N-(1,1,1-trifluoro-3-hydroxypropan-2-yl)-6-[4-(trifluoromethoxy)phenyl]-2,3-dihydropyridazine-4-carboxamide